3-(4,6-difluoro-5-(4-hydroxy-1-(3-methoxybenzyl)piperidin-4-yl)-1-oxoisoindolin-2-yl)piperidine-2,6-dione FC1=C2CN(C(C2=CC(=C1C1(CCN(CC1)CC1=CC(=CC=C1)OC)O)F)=O)C1C(NC(CC1)=O)=O